[N].N1N=NC=C1 1,2,3-triazole nitrogen